C1(=CC=CC=C1)CC(=O)N(C)C 2-(phenyl)-N,N-dimethylacetamide